2-[(6-methoxy-2-methyl-1,2,3,4-tetrahydroisoquinolin-7-yl)amino]-4-{[(2,3,6-trifluorophenyl)methyl]amino}pyrimidine-5-carboxamide COC=1C=C2CCN(CC2=CC1NC1=NC=C(C(=N1)NCC1=C(C(=CC=C1F)F)F)C(=O)N)C